CC=1C=C(C(=O)OC2=CC(=CC(=C2)C=NC2=C(C(=CC=C2)Cl)Cl)Cl)C=CC1 3-chloro-5-((2,3-dichlorophenylimino)-methyl)phenyl 3-meth-ylbenzoate